(3-((4-(4-(3-bromo-4-fluorobenzyl)-5-oxo-4,5-dihydro-1,2,4-oxadiazol-3-yl)-1,2,5-oxadiazol-3-yl) (tert-butoxycarbonyl) amino) propyl) thioacetate C(C)(=S)OCCCN(C(=O)OC(C)(C)C)C1=NON=C1C1=NOC(N1CC1=CC(=C(C=C1)F)Br)=O